stearic acid-1-13C [13C](CCCCCCCCCCCCCCCCC)(=O)O